1-(3-(6,7-difluorobenzofuran-5-yl)-6-(3-methoxypropyl)pyrazin-2-yl)piperidine-4-carboxylic acid FC1=C(C2=C(C=CO2)C=C1C=1C(=NC(=CN1)CCCOC)N1CCC(CC1)C(=O)O)F